C(CC1=CC=CC=C1)OC1=CC(=NC2=CC=CC=C12)C(=O)NCCCCCCC(=O)OC Methyl 7-(4-phenethoxyquinoline-2-carboxamido)heptanoate